11-methylene-18-iodo-estra-5-ene C=C1[C@@H]2[C@H]3CCCCC3=CC[C@H]2[C@@H]2CCC[C@@]2(CI)C1